FC(C=1C=CC=2N(C1)C(=CN2)C2=NC=CC(=N2)N2[C@H]1C(C[C@@H](C2)CC1)CNS(=O)(=O)C)F N-(((1R,4S)-2-(2-(6-(difluoromethyl)imidazo[1,2-a]pyridin-3-yl)pyrimidin-4-yl)-2-azabicyclo[2.2.2]oct-6-yl)methyl)methanesulfonamide